N-[(1S)-1-[[6-chloro-5-[3,5-dimethyl-1-(2-trimethylsilylethoxymethyl)pyrazol-4-yl]-2-pyridyl]carbamoyl]-2,2-dicyclopropyl-ethyl]-3-isopropyl-isoxazole-4-carboxamide ClC1=C(C=CC(=N1)NC(=O)[C@H](C(C1CC1)C1CC1)NC(=O)C=1C(=NOC1)C(C)C)C=1C(=NN(C1C)COCC[Si](C)(C)C)C